(2S,3S)-3-(4-fluoro-2-methylphenyl)-4-methylpentan-2-yl (3-hydroxy-4-methoxypicolinoyl)-Z-alaninate OC=1C(=NC=CC1OC)C(=O)N[C@@H](C)C(=O)O[C@@H](C)[C@@H](C(C)C)C1=C(C=C(C=C1)F)C